CC1=C2C=CC(=NC2=NC(=C1)C)N 5,7-dimethyl-1,8-naphthyridin-2-amine